CN1C(=C(C=C1C)C1=CC=CC=C1)C(C(=O)NC1=C(C=C(C=C1)N1CCN(CC1)C1=NC=CC=C1)F)=O 2-(1,5-dimethyl-3-phenyl-1H-pyrrol-2-yl)-N-[2-fluoro-4-(4-pyridin-2-yl-piperazin-1-yl)-phenyl]-2-oxo-acetamide